CC1CCC1 methyl-cyclobutane